O1C(CCCC1)OCCCC1=CC=C(C=O)C=C1 4-(3-((tetrahydro-2H-pyran-2-yl)oxy)propyl)benzaldehyde